methyl 2-fluoro-4-[5-(4-fluorophenyl)-6-isopropyl-1-(p-tolylsulfonyl)pyrrolo[2,3-f]indazol-7-yl]benzoate FC1=C(C(=O)OC)C=CC(=C1)C1=C(N(C=2C=C3C=NN(C3=CC21)S(=O)(=O)C2=CC=C(C=C2)C)C2=CC=C(C=C2)F)C(C)C